ClC=1C=C(C=CC1)CCN1CC(N(CC1C)C(=O)OC(C)(C)C)CO tert-butyl 4-(3-chlorophenyl ethyl)-2-(hydroxymethyl)-5-methylpiperazine-1-carboxylate